L-1-methyl-cyclopropene CC1=CC1